N-(4-(1,3-dioxoisoindolin-2-yl)butan-2-yl)-5-(4-(trifluoromethyl)phenoxy)-2-naphthamide O=C1N(C(C2=CC=CC=C12)=O)CCC(C)NC(=O)C1=CC2=CC=CC(=C2C=C1)OC1=CC=C(C=C1)C(F)(F)F